C(C)(C)(C)C1=CC(=NC=C1)C1=NC=CC(=C1)C(C)(C)C (l)-4,4'-di-tert-butyl-[2,2'-bipyridine]